(R)-tert-butyl 4-(3-((2-((2-fluoropropan-2-yl)sulfonyl)-4-sulfamoylphenyl)amino)-4-(phenylthio)butyl)piperazine-1-carboxylate FC(C)(C)S(=O)(=O)C1=C(C=CC(=C1)S(N)(=O)=O)N[C@H](CCN1CCN(CC1)C(=O)OC(C)(C)C)CSC1=CC=CC=C1